N1C=CC=2C1=NC=CC2OC2=CC(=C(C=C2)NC(=O)NC2=CC(=NN2C2=CC=CC=C2)C(C)(C)C)F 1-(4-((1H-pyrrolo[2,3-b]pyridin-4-yl)oxy)-2-fluorophenyl)-3-(3-(tert-butyl)-1-phenyl-1H-pyrazol-5-yl)urea